N-(t-butoxycarbonyl)-2-phenylbenzimidazole C(C)(C)(C)OC(=O)N1C(=NC2=C1C=CC=C2)C2=CC=CC=C2